C1(CC1)C=1N=CN(C1)C1=CC(=NC=C1)C(=O)NC1=CC=CC=2C=3N([C@@H](COC21)CF)C=NN3 (S)-4-(4-cyclopropyl-1H-imidazol-1-yl)-N-(5-(fluoromethyl)-5,6-dihydrobenzo[f][1,2,4]triazolo[4,3-d][1,4]oxazepin-8-yl)picolinamide